O=C1N[C@@H]2CC[C@H](N1C2)C(=O)O (2S,5R)-7-oxo-1,6-diazabicyclo[3.2.1]octane-2-carboxylic acid